FC1=CC=C2C=C(C=C(C2=C1F)C1=C(C=2N=C(N=C(C2C=N1)N1C[C@@](CCC1)(O)C)OCC1(CC1)CO)F)OCOC (3R)-1-[7-[7,8-difluoro-3-(methoxymethoxy)-1-naphthyl]-8-fluoro-2-[[1-(hydroxymethyl)cyclopropyl]methoxy]pyrido[4,3-d]pyrimidin-4-yl]-3-methyl-piperidin-3-ol